3-(2-((bis(benzyloxy)phosphoryl)oxy)-4,6-dimethylphenyl)-3-methylbutanoic acid C(C1=CC=CC=C1)OP(=O)(OCC1=CC=CC=C1)OC1=C(C(=CC(=C1)C)C)C(CC(=O)O)(C)C